tert-butyl (S)-3-(5-(3-iodophenyl)-3-ureidothiophene-2-carboxamido)piperidine-1-carboxylate IC=1C=C(C=CC1)C1=CC(=C(S1)C(=O)N[C@@H]1CN(CCC1)C(=O)OC(C)(C)C)NC(=O)N